ClC=1C=C2CN(CC2=CC1C(F)(F)F)C(CC[C@@]1(C(NC(N1)=O)=O)C1CC1)=O (S)-5-(3-(5-chloro-6-(trifluoromethyl)isoindolin-2-yl)-3-oxopropyl)-5-cyclopropylimidazoline-2,4-dione